CC1=CC(=NN1C1=C(C=CC=C1)C)C(=O)NC1=NC2=CC=CC=C2C=C1 5-methyl-N-(quinolin-2-yl)-1-(o-tolyl)-1H-pyrazole-3-carboxamide